[N+](=O)([O-])C1=CC=C(C=C1)CCC(=O)O 3-(4-nitrophenyl)propionic acid